(Z)-3-(3-(3,5-bis(trifluoromethyl)phenyl)-1H-1,2,4-triazol-1-yl)-N'-(1-methyl-6-oxo-1,6-dihydropyridazin-3-yl)acrylohydrazide FC(C=1C=C(C=C(C1)C(F)(F)F)C1=NN(C=N1)\C=C/C(=O)NNC1=NN(C(C=C1)=O)C)(F)F